O=C(CCN1C=2C(NC(NC2N(CC1=O)C[C@@H]([C@@H]([C@@H](CO)O)O)O)=O)=O)C 5-(3-Oxobutyl)-8-[(2S,3S,4R)-2,3,4,5-tetrahydroxypentyl]-1,5,7,8-tetrahydropteridine-2,4,6(3H)-trione